3-fluoro-5-[2-methoxy-4-(trifluoromethoxy)phenoxy]-2-(trifluoro-methyl)isonicotinic acid FC1=C(C(=O)O)C(=CN=C1C(F)(F)F)OC1=C(C=C(C=C1)OC(F)(F)F)OC